methyl 2,4-diketo-valerate O=C(C(=O)OC)CC(C)=O